OCCOCCOCCNC1=C2CN(C(C2=CC=C1)=O)C1C(NC(CC1)=O)=O 3-(4-((2-(2-(2-hydroxyethoxy)ethoxy)ethyl)-amino)-1-oxoisoindolin-2-yl)piperidine-2,6-dione